tris(hydroxy-methyl)methylamine OCC(N)(CO)CO